dodecanoic acid 2,2,6,6-tetramethylpiperidin-4-yl ester CC1(NC(CC(C1)OC(CCCCCCCCCCC)=O)(C)C)C